2-(bromomethyl)pyridin hydrobromide Br.BrCC1=NC=CC=C1